BrC1=CC2=C(C3=C(S2)C=2C=C4C(C5=C(SC6=C5SC(=C6)Br)C4=CC2C3(C3=CC=C(C=C3)CCCCCCCC)C3=CC=C(C=C3)CCCCCCCC)(C3=CC=C(C=C3)CCCCCCCC)C3=CC=C(C=C3)CCCCCCCC)S1 2,8-Dibromo-6,6,12,12-tetra(4'-octylphenyl)-6,12-dihydro-dithieno[2,3-d:2',3'-d']-s-indaceno[1,2-b:5,6-b']dithiophene